COC(=O)CCC(CC(O)C1=C(C=CC=C1F)Cl)=O 5-(2-chloro-6-fluorophenyl)-5-hydroxy-3-oxopentanecarboxylic acid methyl ester